ClC=1C=NC(=NC1)NC1CCN(CC1)S(=O)(=O)C=1C=C(C=CC1)N1CCC(CCC1)CN1CCC(CC1)C1=CC=C2C(=NN(C2=C1)C)N1C(NC(CC1)=O)=O 1-(6-(1-((1-(3-((4-((5-chloropyrimidin-2-yl)amino)piperidin-1-yl)sulfonyl)phenyl)-azepan-4-yl)methyl)piperidin-4-yl)-1-methyl-1H-indazol-3-yl)dihydropyrimidine-2,4(1H,3H)-dione